C[C@H]1N([C@H](CN(C1)C1=CC=CC=2N(N=NC21)C)C)C(=O)OC(C)(C)C tert-butyl (2R,6S)-2,6-dimethyl-4-(1-methylbenzotriazol-4-yl)-piperazine-1-carboxylate